CO[SiH3] monomethoxy-silane